N-(4-azido-3-(4-fluoro-4-methylpiperidin-1-yl)phenyl)-2-((tetrahydro-2H-pyran-2-yl)oxy)ethane-1-sulfonamide N(=[N+]=[N-])C1=C(C=C(C=C1)NS(=O)(=O)CCOC1OCCCC1)N1CCC(CC1)(C)F